N=1NN=NC1C1=CC=C(C=C1)N(C1=CC=C(C=C1)C=1N=NNN1)C1=CC=C(C=C1)C=1N=NNN1 tri(4-(2H-tetrazole-5-yl)phenyl)amine